NC=1C2=C(N=CN1)SC(=N2)C=2C=C(C=CC2C)C2=CC(=NO2)[C@]2(C(N(CC2)C)=O)O (R)-3-(5-(3-(7-aminothiazolo[5,4-d]pyrimidin-2-yl)-4-methylphenyl)isoxazol-3-yl)-3-hydroxy-1-methylpyrrolidin-2-one